N-[[3-methyl-4-[(1R)-1-hydroxyethyl]-7-[4-(trifluoromethoxy)phenyl]benzimidazol-5-yl]methyl]prop-2-enamide CN1C=NC2=C1C(=C(C=C2C2=CC=C(C=C2)OC(F)(F)F)CNC(C=C)=O)[C@@H](C)O